3-(4-(((4-(morpholinomethyl)thiazol-2-yl)methyl)thio)-1-oxoisoindolin-2-yl)piperidine-2,6-dione O1CCN(CC1)CC=1N=C(SC1)CSC1=C2CN(C(C2=CC=C1)=O)C1C(NC(CC1)=O)=O